C(#N)C=1C=C(C=CC1)C1=NC(=CC=C1C(=O)Cl)N1C=NC2=C1C=C(C(=C2)OC)OC 2-(3-cyanophenyl)-6-(5,6-dimethoxybenzimidazol-1-yl)pyridine-3-carbonyl chloride